BrC1=CC=C(OC[C@H](CCC(N)=O)NC([O-])=O)C=C1 ((S)-1-(4-bromophenoxy)-4-carbamoylbutan-2-yl)carbamate